COC=1C(=CC2=CN(N=C2C1)C)C1=CC(=NC=C1C(=O)NC=1SC2=C(N1)CN(C2)C(C2=C(N=CC=C2)OC)=O)C 4-(6-Methoxy-2-methyl-2H-indazol-5-yl)-N-(5-(2-methoxynicotinoyl)-5,6-dihydro-4H-pyrrolo[3,4-d]thiazol-2-yl)-6-methylnicotinamide